C1=NN=C2N1C1=C(C=NC2)C=CC=C1 4H-[1,2,4]Triazolo[4,3-a][1,4]Benzodiazepine